2,4,6-Trimethyl-1,3-phenylene diisocyanate CC1=C(C(=CC(=C1N=C=O)C)C)N=C=O